ClC=1C=C(C=CC1)C=CC 1-(3-chlorophenyl)propylene